ClC1=C(C=C2C=C(N=CC2=C1)NC(=O)C1C(C1)C1=NC=CC(=C1)F)C1CCN(CC1)C1(COCC1O)C N-(7-chloro-6-(1-(4-hydroxy-3-methyltetrahydrofuran-3-yl)piperidin-4-yl)isoquinolin-3-yl)-2-(4-fluoropyridin-2-yl)cyclopropane-1-carboxamide